C(C)OC(=O)C=1N(C=NC1C)CCOC 3-(2-methoxyethyl)-5-methyl-imidazole-4-carboxylic acid ethyl ester